CC(=C)C(C(C(CC=C)(C)C)=O)(C)C 2,3,3,5,5-pentamethylocta-1,7-dien-4-one